C(C)(C)(C)C=1C=C(C=C(C1)C(C)(C)C)C1=CC=C(C=C1)N(C1=CC=2C(C3=CC=CC=C3C2C=C1)(C)C)C1=CC=CC=2C(C3=CC=CC=C3C12)(C)C N-(3',5'-di-t-butyl-1,1'-biphenyl-4-yl)-N-(9,9-dimethyl-9H-fluoren-4-yl)-9,9-dimethyl-9H-fluoren-2-amine